aminomethyl-N-(1-hydroxy-3-(1H-imidazol-4-yl)propan-2-yl)cyclobutanecarboxamide methyl-5-bromo-1-(2-trimethylsilylethoxymethyl)-1,2,4-triazole-3-carboxylate COC(=O)C1=NN(C(=N1)Br)COCC[Si](C)(C)C.NCC1(CCC1)C(=O)NC(CO)CC=1N=CNC1